ClC1=C(C=CC(=C1)F)CN(CC(=O)N(C1=C(C=C(C(=O)O)C=C1)OCC)CC1=CC(=CC(=C1)C1CC1)C1CC1)S(=O)(=O)C1=C(C(=C(C(=C1)F)F)F)F 4-[[2-[(2-chloro-4-fluoro-phenyl)methyl-(2,3,4,5-tetrafluorophenyl)sulfonyl-amino]acetyl]-[(3,5-dicyclopropylphenyl)methyl]amino]-3-ethoxy-benzoic acid